(S)-2'-((4-isopropyl-5-(4-(2-oxopyrrolidin-1-yl)phenyl)pyrimidin-2-yl)amino)-6a',7'-dihydro-6'H,9'H-spiro[cyclopropane-1,8'-pyrido[2,3-b]pyrrolo[1,2-d][1,4]oxazin]-9'-one C(C)(C)C1=NC(=NC=C1C1=CC=C(C=C1)N1C(CCC1)=O)NC1=CC2=C(OC[C@H]3N2C(C2(C3)CC2)=O)N=C1